O1C(=NC=C1)C=1C=CC(=NC1)C1(CCC2(OCCO2)CC1)O 8-[5-(1,3-oxazol-2-yl)pyridin-2-yl]-1,4-dioxaspiro[4.5]decan-8-ol